OC=1C=C(C(=CC1)C(=O)OC)C(=O)OC 1,2-dimethyl 4-hydroxybenzene-1,2-dicarboxylate